5-(4-cyclohexylphenyl)-3-[3-(fluoromethyl)azetidine-1-carbonyl]-2-morpholin-2-yl-4H-pyrazolo[1,5-a]Pyrimidin-7-one C1(CCCCC1)C1=CC=C(C=C1)C=1NC=2N(C(C1)=O)N=C(C2C(=O)N2CC(C2)CF)C2CNCCO2